tert-butyl 3-methoxyazetidine-1-carboxylate COC1CN(C1)C(=O)OC(C)(C)C